ClC1=C(C=CC=C1)[C@H]1CC[C@H](N1C(=O)C1CCN(CC1)C=1C(=NC=NC1)OC)C(=O)O (2S,5R)-5-(2-chlorophenyl)-1-(1-(4-methoxypyrimidin-5-yl)piperidine-4-carbonyl)pyrrolidine-2-carboxylic acid